C(CCCCC)S(=O)(=O)OF perfluoro (hexyl)sulfonate